The molecule is a monounsaturated fatty acid anion that is the conjugate base of (S)-citronellic acid, arising from the deprotonation of the carboxy group. It is a monounsaturated fatty acid anion and a medium-chain fatty acid anion. It is a conjugate base of a (S)-citronellic acid. C[C@@H](CCC=C(C)C)CC(=O)[O-]